CC1(CC(C1)C([2H])([2H])N1C[C@@H]2[C@H](C1)CC(C2)NC=2N=NC(=CC2)C2=C(C(=CC(=C2)F)F)F)O 1-methyl-3-(((3aR,5s,6aS)-5-((6-(2,3,5-trifluorophenyl)pyridazin-3-yl)amino)hexahydrocyclopenta[c]pyrrol-2(1H)-yl)methyl-d2)cyclobutan-1-ol